1-(4-fluorophenyl)-1-[2-(piperazine-1-yl)pyrimidin-5-yl]ethylamine FC1=CC=C(C=C1)C(C)(C=1C=NC(=NC1)N1CCNCC1)N